N1C(=NC=C1)S(=O)(=O)OS(=O)(=O)C=1NC=CN1 imidazolyl-sulfonic anhydride